C(C)(C)(C)C1=CC=C(C=C1)N(C1=C(C(=CC(=C1)N(C1=CC=CC=C1)C1=CC=CC=C1)N(C1=CC=C(C=C1)C(C)(C)C)C1=CC=C(C=C1)C(C)(C)C)Cl)C1=CC=C(C=C1)C(C)(C)C N1,N1,N3,N3-tetrakis(4-(tert-butyl)phenyl)-2-chloro-N5,N5-diphenylbenzene-1,3,5-triamine